(dimethylamino)titanium(IV) CN(C)[Ti+3]